4-((2,6-dimethyl-5,6-dihydrobenzo[h][1,6]naphthyridin-7-yl-5,5-d2)amino)-N-(methyl-d3)pyridazine-3-carboxamide CC1=NC=2C3=C(N(C(C2C=C1)([2H])[2H])C)C(=CC=C3)NC3=C(N=NC=C3)C(=O)NC([2H])([2H])[2H]